9-(1,3-Dioxan-2-yl)-5,6,11-trimethylpyrido[4,3-b]carbazole O1C(OCCC1)C1=CC=2C=3C(=C4C(=C(C3N(C2C=C1)C)C)C=CN=C4)C